NC1=CC=C(OCC2=CC=C(C=C2)CNC(OC(C)(C)C)=O)C=C1 tert-butyl N-[[4-[(4-aminophenoxy)methyl]phenyl] methyl]carbamate